2-[2-chloro-5-methoxy-4-(2-methoxy-1,1-dimethyl-2-oxo-ethyl)phenyl]acetic acid ClC1=C(C=C(C(=C1)C(C(=O)OC)(C)C)OC)CC(=O)O